tert-butyl 3-amino-2-((2-(benzyloxy)-[1,1'-biphenyl]-3-yl)methyl)-pyrrolidine-1-carboxylate NC1C(N(CC1)C(=O)OC(C)(C)C)CC=1C(=C(C=CC1)C1=CC=CC=C1)OCC1=CC=CC=C1